(2S,4S,5R,6R)-4-hydroxy-5-(2-hydroxyacetamido)-2-(2-(2-(prop-2-yn-1-yloxy)ethoxy)ethoxy)-6-((1R,2R)-1,2,3-trihydroxypropyl)tetrahydro-2H-pyran-2-carboxylic acid O[C@H]1C[C@](O[C@H]([C@@H]1NC(CO)=O)[C@@H]([C@@H](CO)O)O)(C(=O)O)OCCOCCOCC#C